(S)-8-((3S,5R)-4-acryloyl-3,5-dimethylpiperazin-1-yl)-11-(4-fluorophenyl)-3-(2-methoxyethoxy)-10-(trifluoromethyl)-3,4-dihydro-2H,6H-[1,4]thiazepino[2,3,4-ij]quinazolin-6-one C(C=C)(=O)N1[C@H](CN(C[C@H]1C)C1=NC(N2C3=C(C(=C(C=C13)C(F)(F)F)C1=CC=C(C=C1)F)SC[C@H](C2)OCCOC)=O)C